[Pd+2].FC1=C(C(=C(C(=C1C=1C2=CC=C(N2)C(=C2C=CC(C(=C3C=CC(=C(C=4C=CC1N4)C4=C(C(=C(C(=C4F)F)F)F)F)N3)C3=C(C(=C(C(=C3F)F)F)F)F)=N2)C2=C(C(=C(C(=C2F)F)F)F)F)F)F)F)F 5,10,15,20-tetrakis(pentafluorophenyl)-21h,23h-porphine palladium (II)